C(C)(C)(C)OC(=O)N1CCC(CC1)(C=1OC2=C(N1)C=C(C=C2)OC)O 4-Hydroxy-4-(5-methoxy-1,3-benzooxazol-2-yl)piperidine-1-carboxylic acid tert-butyl ester